biscyclohexanetetracarboxylic dianhydride C1(C(CCCC1)(C(=O)O)C(=O)O)(C(=O)OC(=O)C1(C(CCCC1)(C(=O)O)C(=O)O)C(=O)OC(=O)C1(C(CCCC1)(C(=O)O)C(=O)O)C(=O)O)C(=O)O